methyl (1R,2S,5S)-3-[(2S)-2-(tert-butoxycarbonylamino)-4,4-difluoro-butanoyl]-6,6-dimethyl-3-azabicyclo[3.1.0]hexane-2-carboxylate C(C)(C)(C)OC(=O)N[C@H](C(=O)N1[C@@H]([C@H]2C([C@H]2C1)(C)C)C(=O)OC)CC(F)F